FC=1C=C(C2=C(N(C(=N2)CN2C(C(=CC=C2)[N+](=O)[O-])=O)C(=O)OC(C)(C)C)C1)CC(C)(C)C tert-butyl 6-fluoro-4-neopentyl-2-((3-nitro-2-oxopyridin-1(2H)-yl)methyl)-1H-benzo[d]imidazole-1-carboxylate